FC(COC1=C(C=CC=C1)C=1C=2N(C=CC1)C=C(N2)C(=O)OCC)(F)F ethyl 8-(2-(2,2,2-trifluoroethoxy)phenyl)imidazo[1,2-a]pyridine-2-carboxylate